1-methyl-3-{2-[(1,2,3-trimethyl-1H-indol-5-yl)amino]pyrimidin-4-yl}-1H-pyrazole-5-carboxylic acid CN1N=C(C=C1C(=O)O)C1=NC(=NC=C1)NC=1C=C2C(=C(N(C2=CC1)C)C)C